3-thienyl-(phenylthio)acetylene S1C=C(C=C1)C#CSC1=CC=CC=C1